ClC=1C(=CC(=C(NC=2C3=C(N=CN2)C=CC(=N3)O[C@@H]3CN(CC3)C(=O)OC(C)(C)C)C1)F)OCC1COCC1 tert-Butyl (3S)-3-[4-[5-chloro-2-fluoro-4-(tetrahydrofuran-3-ylmethoxy)anilino]pyrido[3,2-d]pyrimidin-6-yl]oxypyrrolidine-1-carboxylate